C(C)C1=CNC(=C1)C1=CC(=C(C=C1)C(F)(F)F)I 3-ethyl-5-(3-iodo-4-(trifluoromethyl)phenyl)-1H-pyrrol